tert-butyl 4-(6,8-difluoro-2-(((2R,7aS)-2-fluorotetrahydro-1H-pyrrolizin-7a(5H)-yl)methoxy)-5-methoxyquinazolin-4-yl)-7-oxo-1,4-diazepane-1-carboxylate FC=1C(=C2C(=NC(=NC2=C(C1)F)OC[C@]12CCCN2C[C@@H](C1)F)N1CCN(C(CC1)=O)C(=O)OC(C)(C)C)OC